NCC(CC)N(C=1C=C2N(CCC3=CC(=C(C=C23)OC)OC)C(N1)=O)C1=C(C=C(C=C1C)C)C 2-[(1-aminobut-2-yl)(2,4,6-trimethylphenyl)amino]-9,10-dimethoxy-6h,7h-pyrimido[4,3-a]isoquinolin-4-one